(6-Chloro-2-methoxy-pyridin-3-yl)-(3-dimethylaminomethyl-phenyl)-amine ClC1=CC=C(C(=N1)OC)NC1=CC(=CC=C1)CN(C)C